1,3-dicarbamoylurea C(N)(=O)NC(=O)NC(N)=O